3-(2-(5-(4-fluorobenzylidene)-3-(3-methoxyphenyl)-4-oxothiazolidin-2-ylidene)hydrazono)-5-fluoro-1H-indol-2-one FC1=CC=C(C=C2C(N(C(S2)=NN=C2C(NC3=CC=C(C=C23)F)=O)C2=CC(=CC=C2)OC)=O)C=C1